1,3,5-Tris{4-[bis(9,9-dimethyl-fluoren-2-yl)amino]phenyl}benzol CC1(C2=CC=CC=C2C=2C=CC(=CC12)N(C1=CC=C(C=C1)C1=CC(=CC(=C1)C1=CC=C(C=C1)N(C1=CC=2C(C3=CC=CC=C3C2C=C1)(C)C)C1=CC=2C(C3=CC=CC=C3C2C=C1)(C)C)C1=CC=C(C=C1)N(C1=CC=2C(C3=CC=CC=C3C2C=C1)(C)C)C1=CC=2C(C3=CC=CC=C3C2C=C1)(C)C)C1=CC=2C(C3=CC=CC=C3C2C=C1)(C)C)C